C(C)(C)(C)OC(=O)N1CCC(CC1)C1=C(N=CS1)C(=O)O 5-{1-[(tert-butoxy)carbonyl]piperidin-4-yl}-1,3-thiazole-4-carboxylic acid